4-acryloyloxyl-1,2,2,6,6-pentamethyl-piperidine C(C=C)(=O)OC1CC(N(C(C1)(C)C)C)(C)C